ClC=1C=C(C=C(C1)C(C)(C)C1=CC=C(C=C1)Cl)NC(=O)C1=CC2=C(S1)C=CC(=C2)C(S(=O)(=O)C)F N-(3-chloro-5-(2-(4-chlorophenyl)propan-2-yl)phenyl)-5-(fluoro(methylsulfonyl)methyl)benzo[b]thiophene-2-carboxamide